ClC1=CC(=CC(=N1)C1=CC(=NC=N1)C(=O)NC)C1(CNCCO1)C 6-(6-chloro-4-(2-methylmorpholin-2-yl)pyridin-2-yl)-N-methylpyrimidine-4-carboxamide